(S)-2-(4-(4-dimethylamino-1-piperidinyl)phenylamino)-8-phenylamino-9-(N-acryloyl-3-pyrrolidinyl)-9H-purine CN(C1CCN(CC1)C1=CC=C(C=C1)NC1=NC=C2N=C(N(C2=N1)[C@@H]1CN(CC1)C(C=C)=O)NC1=CC=CC=C1)C